METHYL 5-(4-CYCLOPROPYL-3-PHENYL-ISOTHIAZOLE-5-CARBOXAMIDO)PICOLINATE C1(CC1)C=1C(=NSC1C(=O)NC=1C=CC(=NC1)C(=O)OC)C1=CC=CC=C1